COC=1C=C(OC2=NC=CC=C2C2=C(C=NC=C2)N)C=C(C1)OC 2-(3,5-dimethoxyphenoxy)-[3,4'-bipyridin]-3'-amine